(R)-6-chloro-3-((1-(2-cyano-3-(1,1-difluoro-6-azaspiro[2.5]octan-6-yl)-7-methylquinoxalin-5-yl)ethyl)amino)picolinic acid ClC1=CC=C(C(=N1)C(=O)O)N[C@H](C)C1=C2N=C(C(=NC2=CC(=C1)C)C#N)N1CCC2(CC2(F)F)CC1